2-chloro-N-((1R,2R,4S)-7-cyano-7-azabicyclo[2.2.1]heptan-2-yl)-4-(imidazo[1,2-a]pyridin-6-yl)benzamide ClC1=C(C(=O)N[C@H]2[C@H]3CC[C@@H](C2)N3C#N)C=CC(=C1)C=1C=CC=3N(C1)C=CN3